COC(C(OC)OC1=NN(C(=C1Cl)C=1C=NC=C(C1)F)C1=C(C(=CC=C1)Cl)F)=O Methyl-{[4-chloro-1-(3-chloro-2-fluorophenyl)-5-(5-fluoropyridin-3-yl)-1H-pyrazol-3-yl]oxy}(methoxy)acetat